Ethyl (1S,2S)-2-(4-{7-cyclopropyl-5-[(1R)-1-methyl-1,2,3,4-tetrahydroisoquinoline-2-carbonyl]pyrazolo[1,5-a]pyrimidin-2-yl}-3-fluorophenyl)cyclopropane-1-carboxylate C1(CC1)C1=CC(=NC=2N1N=C(C2)C2=C(C=C(C=C2)[C@@H]2[C@H](C2)C(=O)OCC)F)C(=O)N2[C@@H](C1=CC=CC=C1CC2)C